C(C)OC1=NC2=CC(=CC=C2C(=C1C(=O)NCC1=CC=C(C=C1)C)C)C(F)(F)F 2-ethoxy-4-methyl-N-(p-tolyl-methyl)-7-(trifluoromethyl)-quinoline-3-carboxylic acid amide